C(C)N(CCC(=O)N(CCCC(=O)OCCC\C=C/CCC)C(CCCCCCCCC(=O)OCC(CCCCCC)CCCC)C(=O)NCCCCCCCC)CC 2-butyloctyl (Z)-10-(3-(diethylamino)-N-(4-(oct-4-en-1-yloxy)-4-oxobutyl) propanamido)-11-(octylamino)-11-oxoundecanoate